methyl-3-(1-(10H-phenothiazin-2-yl)vinyl)benzoic acid CC1=C(C(=O)O)C=CC=C1C(=C)C1=CC=2NC3=CC=CC=C3SC2C=C1